3-(2,4-difluorophenyl)-5-methyl-4-oxo-4,5,6,7-tetrahydro-1H-pyrrolo[3,2-c]pyridin FC1=C(C=CC(=C1)F)C1=CNC2=C1C(N(CC2)C)=O